CN(C1=C(C=NC2=C(C=CC=C12)C1=C(C(=CC(=C1)F)F)F)N)C N4,N4-dimethyl-8-(2,3,5-trifluorophenyl)quinoline-3,4-diamine